(3-((Benzyloxy)methyl)-4-ethyl-5-oxo-4,5-dihydro-1H-1,2,4-triazol-1-yl)-6-(2-chloro-6-fluorophenyl)-3-fluoro-8-isopropyl-1,6-naphthyridin-5(6H)-one C(C1=CC=CC=C1)OCC1=NN(C(N1CC)=O)C1=NC=2C(=CN(C(C2C=C1F)=O)C1=C(C=CC=C1F)Cl)C(C)C